N=1NN=NC1C1=C(C=CC=C1)N1CCN(CC1)CC1=NC2=CC=CC=C2C(N1)=O 2-[[4-[2-(2H-tetrazol-5-yl)phenyl]piperazin-1-yl]methyl]-3H-quinazolin-4-one